tert-butyl 3-{[8-(3-chloro-2-fluorophenyl)-6-(3-fluoropyridin-2-yl)-8-methyl-5-oxo-5,6,7,8-tetrahydropyrido[4,3-d]pyrimidin-2-yl]amino}azetidine-1-carboxylate ClC=1C(=C(C=CC1)C1(CN(C(C2=C1N=C(N=C2)NC2CN(C2)C(=O)OC(C)(C)C)=O)C2=NC=CC=C2F)C)F